(R)-6-chloro-4,5-dimethyl-N-(piperidin-3-yl)pyridazin-3-amine ClC1=C(C(=C(N=N1)N[C@H]1CNCCC1)C)C